FC(C(C(C(F)(F)F)(F)F)(F)F)(F)SC1=CC=CC=C1 phenyl (perfluoro-n-butyl) sulfide